methyl 2,2-difluoro-2-(3,3',4'-trifluoro-[1,1'-biphenyl]-4-yl)acetate FC(C(=O)OC)(C1=C(C=C(C=C1)C1=CC(=C(C=C1)F)F)F)F